6-(2,4-difluoro-3-methyl-phenyl)-3-methyl-1-(3-pyridylmethyl)imidazo[4,5-b]pyridin-2-one FC1=C(C=CC(=C1C)F)C=1C=C2C(=NC1)N(C(N2CC=2C=NC=CC2)=O)C